tert-butyl (R)-(pyrrolidin-3-ylmethyl)carbamate hydrochloride Cl.N1C[C@@H](CC1)CNC(OC(C)(C)C)=O